2,4-dihydroxybenzoic acid-N-(4-hydroxy-3-methoxy-benzyl)amide mono-sodium salt [Na].OC1=C(C=C(CNC(C2=C(C=C(C=C2)O)O)=O)C=C1)OC